COC=1C=NC2=CC(=CC=C2C1NC)C(=O)OC methyl 3-methoxy-4-(methylamino)quinoline-7-carboxylate